C(C)(=O)O Acetoic acid